2,3-dibutylheptan-1-ol C(CCC)C(CO)C(CCCC)CCCC